C1(CCCCC1)P(C1=C(C=CC=C1)C1=C(C=CC=C1OC)OC)C1CCCCC1 dicyclohexyl-[2-(2,6-dimethoxyphenyl)phenyl]-phosphane